BrC1=CC2=C(N=C(N=C2N[C@H](C)C=2C(=C(C=CC2)C(CNC(C)=O)(F)F)F)C)C=N1 N-[2-(3-{(1R)-1-[(6-bromo-2-methylpyrido[3,4-d]pyrimidin-4-yl)amino]ethyl}-2-fluorophenyl)-2,2-difluoroethyl]acetamide